indolizino[1,2-b]quinolin-4-yl (4-((3-(p-bromophenylseleno) prop-1-en-1-yl) oxy) benzyl) carbonate C(OC1=CC=CC2=CC=3C(N=C12)=C1C=CC=CN1C3)(OCC3=CC=C(C=C3)OC=CC[Se]C3=CC=C(C=C3)Br)=O